C1(=CC=CC=C1)C1C(CNC1)N 4-phenylpyrrolidin-3-amine